3-[5-fluoro-1-methyl-6-[1-(4-piperidylmethyl)-4-piperidyl]indazol-3-yl]piperidine manganese iron lithium iron phosphate P(=O)([O-])([O-])[O-].[Fe+2].[Li+].[Fe+2].[Mn+2].FC=1C=C2C(=NN(C2=CC1C1CCN(CC1)CC1CCNCC1)C)C1CNCCC1